N1N=CC=2C(=NC=CC21)C(=O)O pyrazolo[4,3-c]pyridine-4-carboxylic acid